N-((1R,4R)-4-((4-((5-cyclopropyl-1H-pyrazol-3-yl)amino)pyrimidin-2-yl)(methyl)amino)cyclohexyl)isoindoline-2-carboxamide C1(CC1)C1=CC(=NN1)NC1=NC(=NC=C1)N(C1CCC(CC1)NC(=O)N1CC2=CC=CC=C2C1)C